Methyl (S)-4-(1-(1-(3-((2-((methylsulfonyl)oxy)ethoxy)methyl)benzyl)-6-(trifluoromethyl)-2,3-dihydro-1H-imidazo[1,2-b]pyrazole-7-carboxamido)ethyl)benzoate CS(=O)(=O)OCCOCC=1C=C(CN2CCN3N=C(C(=C32)C(=O)N[C@@H](C)C3=CC=C(C(=O)OC)C=C3)C(F)(F)F)C=CC1